CCCCC/C=C\C/C=C\C/C=C\C/C=C\CCCC(=O)NCCCl arachidonyl-2'-chloroethylamide